C(C)(=O)O[C@H]1CC2=C(N(C3=C1C=CC=C3)C(=O)N)C=CC=C2 (S)-10-acetoxy-10,11-dihydro-5H-dibenzo[b,f]azepine-5-carboxamide